N-(4,5-dichloro-2-nitrophenyl)pyridin-2-amine ClC1=CC(=C(C=C1Cl)NC1=NC=CC=C1)[N+](=O)[O-]